5-Chloro-N-((1R,4R)-4-cyclopropoxycyclohexyl)-8-iodopyrido[4,3-d]pyrimidin-2-amine ClC1=NC=C(C=2N=C(N=CC21)NC2CCC(CC2)OC2CC2)I